CC1(C=O)C(C=CC(=C1)C)C 1,2,5-trimethylbenzaldehyde